ethyl-1-[2-(tert-butoxycarbonylamino)-3-[tert-butyl(diphenyl)silyl]oxy-propyl]-6-fluoro-pyrrolo[3,2-b]pyridine-2-carboxylate C(C)OC(=O)C1=CC2=NC=C(C=C2N1CC(CO[Si](C1=CC=CC=C1)(C1=CC=CC=C1)C(C)(C)C)NC(=O)OC(C)(C)C)F